ClC1=C(C(=O)NC2=C(C(=NS2)C)C(=O)OC)C=CC=C1C(F)(F)F methyl 5-(2-chloro-3-(trifluoromethyl)benzamido)-3-methylisothiazole-4-carboxylate